C(C)[C@H]1[C@H]([C@H]2[C@@H]3CC[C@H]([C@@H](CCC(=O)OC)C)[C@]3(CC[C@@H]2[C@]2(CC[C@H](C[C@@H]12)O)C)C)O Methyl 6α-ethyl-3α,7α-dihydroxyl-5β-cholan-24-oate